CC(C)\C=C\CCC trans-2-methyl-3-heptene